C1=CC=C(C=2SC3=C(C21)C=CC=C3)C=3C=C(C=CC3)C3=CC(=CC=C3)C3=CN=C2C(=N3)OC3=C2C=2C=CC=CC2C=C3 9-[3'-(dibenzothiophen-4-yl)biphenyl-3-yl]naphtho[1',2':4,5]furano[2,3-b]pyrazine